5-[3-[3-[(3S,4R)-4-[4-amino-3-(4-phenoxyphenyl)pyrazolo[3,4-d]pyrimidin-1-yl]-3-fluoro-1-piperidyl]azetidin-1-yl]azetidin-1-yl]-2-(2,6-dioxo-3-piperidyl)isoindoline-1,3-dione NC1=C2C(=NC=N1)N(N=C2C2=CC=C(C=C2)OC2=CC=CC=C2)[C@H]2[C@H](CN(CC2)C2CN(C2)C2CN(C2)C=2C=C1C(N(C(C1=CC2)=O)C2C(NC(CC2)=O)=O)=O)F